2-hydroxy-N,N,N-trimethylethyl-ammonium chloride [Cl-].OCC[N+](C)(C)C